5-chloro-2-(7-(2,2,6,6-tetramethylpiperidin-4-yl)imidazo[1,2-a]pyrimidin-2-yl)phenol formate C(=O)OC1=C(C=CC(=C1)Cl)C=1N=C2N(C=CC(=N2)C2CC(NC(C2)(C)C)(C)C)C1